FC=1C(=C(C=CC1)NC(=O)C1=CN=NS1)NCC=1C=NC=CC1 N-[3-fluoro-2-(pyridin-3-ylmethylamino)phenyl]-1,2,3-thiadiazole-5-carboxamide